BrC1=C(COC2=CC=C(C=O)C=C2Cl)C=CC=C1C1=CC=CC=C1 4-(2-bromo-3-phenylbenzyloxy)-5-chlorobenzaldehyde